2-(6-{5-chloro-2-[(oxan-4-yl)amino]pyrimidin-4-yl}-1-oxo-2,3-dihydro-1H-isoindol-2-yl)-N-[(1S)-2-hydroxy-2-methyl-1-phenylpropyl]-acetamide ClC=1C(=NC(=NC1)NC1CCOCC1)C1=CC=C2CN(C(C2=C1)=O)CC(=O)N[C@H](C(C)(C)O)C1=CC=CC=C1